(2S,3R,5S)-4-[[3-(3,4-Difluoro-2-methoxy-phenyl)-5-ethyl-5-(trifluoromethyl)tetrahydrofuran-2-carbonyl]amino]pyridin-2-carboxamid FC=1C(=C(C=CC1F)[C@@H]1[C@H](O[C@@](C1)(C(F)(F)F)CC)C(=O)NC1=CC(=NC=C1)C(=O)N)OC